(2R,3S)-2-methyl-3-(((S)-methylsulfinyl)methyl)azetidine C[C@H]1NC[C@@H]1C[S@@](=O)C